4-((2S,5R)-4-((6-(difluoromethyl)pyridin-2-yl)(4-fluorophenyl)methyl)-2,5-diethylpiperazin-1-yl)-1-methyl-2-oxo-1,2-dihydropyrido[3,2-d]pyrimidine-6-carbonitrile FC(C1=CC=CC(=N1)C(N1C[C@@H](N(C[C@H]1CC)C=1C2=C(N(C(N1)=O)C)C=CC(=N2)C#N)CC)C2=CC=C(C=C2)F)F